(2S,5R)-5-hydroxypiperidine-2-carboxylic acid O[C@@H]1CC[C@H](NC1)C(=O)O